O=C1C2=C(N=CN1CC(=O)O)C(=NN2CC(F)(F)F)NC2=CC=C(C=C2)C(F)(F)F 2-(7-oxo-1-(2,2,2-trifluoroethyl)-3-((4-(trifluoromethyl)phenyl)amino)-1,7-dihydro-6H-pyrazolo[4,3-d]pyrimidin-6-yl)acetic acid